C(C1=CC=CC=C1)OC1=CC=C(C=C1)C[C@@H](C(=O)OC)NC(CC1CCN(CC1)C(CC(C)C)=O)=O Methyl (S)-3-(4-(benzyloxy)phenyl)-2-(2-(1-(3-methylbutanoyl)piperidin-4-yl)acetamido)-propanoate